CNC(NC)=O.C[N+](CCCCCCCC)(C)C trimethyl-N-octyl-ammonium dimethyl-urea salt